3-methylbenzylamine hydrobromide Br.CC=1C=C(CN)C=CC1